C(C)(C)(C)C1=C(C(=O)OCC[C@@H]2N(CCCC2)C2=NC=3N(C(=C2)NCC=2C=NC(=CC2)OCCCN2CCNCC2)N=CC3CC)C=CC(=C1)C(NC1C(NC(CC1)=O)=O)=O 2-[(2R)-1-[3-ethyl-7-[[6-(3-piperazin-1-ylpropoxy)-3-pyridyl]methylamino]pyrazolo[1,5-a]pyrimidin-5-yl]-2-piperidyl]ethanol tert-butyl-4-((2,6-dioxopiperidin-3-yl)carbamoyl)benzoate